FC1=CC(=C2N(CC=3N(C2=C1)N=C(N3)C)C)NC3=C(N=NC=C3)C(=O)NC([2H])([2H])[2H] 4-((8-fluoro-2,5-dimethyl-4,5-dihydro-[1,2,4]triazolo[1,5-a]quinoxalin-6-yl)amino)-N-(methyl-d3)pyridazine-3-carboxamide